(Z)-3-(1-(4-amino-2-fluoro-but-2-en-1-yl)-2-methyl-1H-benzo[d]imidazol-4-yl)-N-cyclopropylbenzenesulfonamide hydrochloride Cl.NC\C=C(\CN1C(=NC2=C1C=CC=C2C=2C=C(C=CC2)S(=O)(=O)NC2CC2)C)/F